OC(CC1=CNC(O1)=S)CNC1=CC=C(C=C1)OC 5-[2-hydroxy-3-(4-methoxyphenylamino)propyl]-1,3-oxazol-2(3H)-thione